7-bromo-3-phenyl-3,4-dihydro-2h-benzo[e][1,2,4]thiadiazine-1,1-dioxide BrC1=CC2=C(NC(NS2(=O)=O)C2=CC=CC=C2)C=C1